ClC1=C(C=C2C=C(N=CC2=C1)NC(=O)[C@H]1[C@@H]([C@@H]1C=1C=NN(C1)C)C)N1CCN(CC1)[C@]1(COC[C@H]1F)C (1S,2R,3S)-N-[7-chloro-6-[4-((3S,4S)-4-fluoro-3-methyl-tetrahydrofuran-3-yl)piperazin-1-yl]-3-isoquinolyl]-2-methyl-3-(1-methylpyrazol-4-yl)cyclopropanecarboxamide